C(#N)CCC1=CN(C2=NC=CC(=C21)OC2=C(C=C(C=C2F)NC(OC2=CC=CC=C2)=O)F)COCC[Si](C)(C)C phenyl (4-{[3-(2-cyanoethyl)-1-{[2-(trimethylsilyl)ethoxy]methyl}-1H-pyrrolo[2,3-b]pyridin-4-yl]oxy}-3,5-difluorophenyl)carbamate